N-[5-(4-Isopropoxyphenyl)thiazol-2-yl]-8-oxo-6,7-dihydro-5H-indolizine-5-carboxamide C(C)(C)OC1=CC=C(C=C1)C1=CN=C(S1)NC(=O)C1N2C=CC=C2C(CC1)=O